ClCCCC1(CN(CC1=O)C(=O)OC)C(=O)OC dimethyl 3-(3-chloropropyl)-4-oxopyrrolidine-1,3-dicarboxylate